1-(4-(4,4-dimethylpiperidin-1-yl)-5-(isopropylthio)thiazol-2-yl)-4-(3-fluorophenyl)-3-methyl-1H-pyrazole-5-carboxylic acid CC1(CCN(CC1)C=1N=C(SC1SC(C)C)N1N=C(C(=C1C(=O)O)C1=CC(=CC=C1)F)C)C